N-[(3,5-difluoropyridin-2-yl)methyl]-4-ethyl-2-[(3R)-3-methyl[1,4'-bipiperidin]-1'-yl]-1,3-thiazole-5-carboxamide FC=1C(=NC=C(C1)F)CNC(=O)C1=C(N=C(S1)N1CCC(CC1)N1C[C@@H](CCC1)C)CC